N[C@H]1CS(C2=C(N(C1=O)CC1=CC=C(C=C1)Cl)C=C(C(=C2)F)C=2OC(=NN2)CC(F)F)(=O)=O (3R)-3-Amino-5-[(4-chlorophenyl)methyl]-7-[5-(2,2-difluoroethyl)-1,3,4-oxadiazol-2-yl]-8-fluoro-1,1-dioxo-2,3-dihydro-1λ6,5-benzothiazepin-4-one